rac-Methyl 4-((3R,5R)-1-(3-amino-6-(2-hydroxyphenyl)pyridazin-4-yl)-5-methoxypiperidin-3-yl)-3-methylbenzoate NC=1N=NC(=CC1N1C[C@H](C[C@H](C1)OC)C1=C(C=C(C(=O)OC)C=C1)C)C1=C(C=CC=C1)O |r|